C(=O)(O)COC1=C(C2=CC=CC=C2C=2C=CC=CC12)C=1C2=CC=CC=C2C=2C=CC=CC2C1OCC(=O)O 10,10'-bis(carboxymethoxy)-9,9'-biphenanthrene